acetic acid ((2R)-1-(benzyloxy)-3-{N-[2-(pyridin-2-yl)ethyl]-N-acetylamino}propan-2-yl)ester C(C1=CC=CC=C1)OC[C@@H](CN(C(C)=O)CCC1=NC=CC=C1)OC(C)=O